2-chloro-N-(5-(diethylamino)-2-(ethylamino)benzyl)-N-(furan-2-ylmethyl)benzamide ClC1=C(C(=O)N(CC=2OC=CC2)CC2=C(C=CC(=C2)N(CC)CC)NCC)C=CC=C1